N-[3-(4,5-dimethyl-6-oxo-1,6-dihydropyrimidin-2-yl)-2-fluoro-4-(trifluoromethyl)benzyl]-1-[5-(trifluoromethyl)pyridin-2-yl]piperidine-4-carboxamide CC=1N=C(NC(C1C)=O)C=1C(=C(CNC(=O)C2CCN(CC2)C2=NC=C(C=C2)C(F)(F)F)C=CC1C(F)(F)F)F